1-(7-fluoro-5-phenyl-6,7-dihydro-5H-pyrrolo[1,2-b][1,2,4]triazol-2-yl)propan-1-one FC1CC(N2N=C(N=C21)C(CC)=O)C2=CC=CC=C2